ClC=1C=C(/C=C/C2=CC(=C(C=C2)O)CNC2=CC(=C(C=C2)N2CCN(CC2)C)F)C=CC1Cl (E)-4-(3,4-dichlorostyryl)-2-(((3-fluoro-4-(4-methylpiperazin-1-yl)phenyl)amino)methyl)phenol